(R*)-(5H-benzo[2,3][1,4]dioxepino[5,6-c]pyridin-5-yl)methanamine C1=NC=CC2=C1OC1=C(O[C@H]2CN)C=CC=C1 |o1:10|